Diacetyltartrat C(C)(=O)C(C(C(=O)[O-])(O)C(C)=O)(O)C(=O)[O-]